C(CCCCCCC\C=C/CCCCCCCC)(=O)[O-].[Gd+3].C(CCCCCCC\C=C/CCCCCCCC)(=O)[O-].C(CCCCCCC\C=C/CCCCCCCC)(=O)[O-] gadolinium oleate